COC=1C=C(CN)C=CC1 3-methoxybenzylamine